OC1CCN(CC1)C=1C(=CC2=CN(N=C2C1)C)NC(=O)C=1N=C(OC1)C1=CC(=NC=C1)NS(=O)(=O)C N-(6-(4-hydroxypiperidin-1-yl)-2-methyl-2H-indazol-5-yl)-2-(2-(methylsulfonamido)pyridin-4-yl)oxazole-4-carboxamide